(R)-6-((2-amino-3-hydroxypropyl)sulfonyl)-3-(1H-benzo[d]imidazol-4-yl)-2-(2H-tetrazol-5-yl)benzenesulfonamide N[C@@H](CS(=O)(=O)C1=CC=C(C(=C1S(=O)(=O)N)C=1N=NNN1)C1=CC=CC=2NC=NC21)CO